BrC1=CC=C(C=C1)[C@]12[C@](C3=NC=C(C=C3O1)Cl)([C@H]1[C@@H]([C@H]2C2=CC=CC=C2)C(O1)=O)O |r| rac-(2aR,3S,3aR,8bS,8cR)-3a-(4-bromophenyl)-6-chloro-8b-hydroxy-3-phenyl-3,3a,8b,8c-tetrahydrooxeto[3'',2'':4',5']cyclopenta[1',2':4,5]furo[3,2-b]pyridin-2(2aH)-one